O1CCN(CC1)C1=CC(NC(=C1)N1C(CCC1)C1=CC=CC=C1)=O 4-(morpholino)-6-(2-phenylpyrrolidin-1-yl)-1H-pyridin-2-one